methyl 2-(4-amino-2-chloropyridine-3-sulfonamido)acetate NC1=C(C(=NC=C1)Cl)S(=O)(=O)NCC(=O)OC